3-ferrocenyl-ketene [CH-]1C=C(C=C1)C=C=O.[CH-]1C=CC=C1.[Fe+2]